C(C)(=O)OCC1=C(C(=CC=C1CC(=O)NC(CC1=CC(=C(C=C1)OCC1=CC=CC=C1)OC([2H])([2H])[2H])([2H])[2H])OC)OCC1=CC=CC=C1 2-(benzyloxy)-6-(2-((2-(4-(benzyloxy)-3-(methoxy-d3) phenyl) ethyl-1,1-d2) amino)-2-oxoethyl)-3-methoxybenzyl acetate